CC1COCOC1 5-methyl-1,3-dioxane